(S)-(1-(3,5-difluorobenzyl)-1H-pyrazol-4-yl)(8-(hydroxymethyl)-2,6-diazaspiro[3.4]octan-6-yl)methanone FC=1C=C(CN2N=CC(=C2)C(=O)N2CC3(CNC3)[C@@H](C2)CO)C=C(C1)F